tert-butyl N-[(4-methoxyphenyl)methyl]-N-[[rel-(1S,2S)-2-(hydroxymethyl)cyclopropyl]methyl]carbamate COC1=CC=C(C=C1)CN(C(OC(C)(C)C)=O)C[C@@H]1[C@H](C1)CO |o1:18,19|